CC=1CC[C@H]([C@@H](C1)C1=C(C=C(C=C1OC1OCCCC1)N1C(C=CC=C1)=O)OC1OCCCC1)C(=C)C 1-((1'r,2'r)-5'-methyl-2'-(prop-1-en-2-yl)-2,6-bis((tetrahydro-2H-pyran-2-yl)oxy)-1',2',3',4'-tetrahydro-[1,1'-biphenyl]-4-yl)pyridin-2(1H)-one